CC=1C(=NC(=NC1)NC1=CC=C(C=C1)N1CCN(CC1)C)NC(C)=O N-(5-methyl-2-((4-(4-methylpiperazin-1-yl)phenyl)amino)pyrimidin-4-yl)acetamide